C(C(=C)C)(=O)O.NC1=CC=C(C=C1)C p-toluidine methacrylate